2-(4-((5-(1-(2,2-difluoroethyl)-1H-benzo[d][1,2,3]triazol-6-yl)-4-methoxypyrrolo[2,1-f][1,2,4]triazin-2-yl)amino)piperidin-1-yl)ethan-1-ol FC(CN1N=NC2=C1C=C(C=C2)C=2C=CN1N=C(N=C(C12)OC)NC1CCN(CC1)CCO)F